6,6a,7,8,9,10-hexahydro-5H-pyrazino[1,2-a][1,8]naphthyridin-5-one N1=CC=CC=2C(CC3N(C12)CCNC3)=O